C(C1=CC=CC=C1)OC=1C=C2C(=C(N(C2=CC1)CC1=CC=C(C=C1)CC(C)=O)C1=C(C=CC=C1)C)F 1-(4-((5-(benzyloxy)-3-fluoro-2-(o-tolyl)-1H-indol-1-yl)methyl)phenyl)propan-2-one